CC=1C(=NC=C(C1)OC1(CNC1)C)C(=O)N methyl-5-[(3-methylazetidin-3-yl)oxy]pyridine-2-carboxamide